1-(4-(4-(5-((furan-2-ylmethyl)amino)-[1,2,4]triazolo[4,3-c]pyrimidin-8-yl)phenyl)piperazin-1-yl)propan-1-one O1C(=CC=C1)CNC1=NC=C(C=2N1C=NN2)C2=CC=C(C=C2)N2CCN(CC2)C(CC)=O